NC(C(=O)O)CC1=CC(=C(C(=C1)Cl)O)Cl 2-amino-3-(3,5-dichloro-4-hydroxyphenyl)propanoic acid